2-chloro-6-(3-((trans)-2-(trifluoromethyl)cyclopropyloxy)-1H-pyrazol-1-yl)nicotinic acid ClC1=C(C(=O)O)C=CC(=N1)N1N=C(C=C1)O[C@H]1[C@@H](C1)C(F)(F)F